5-methoxycarbonyl-norbornene COC(=O)C1C2C=CC(C1)C2